C1(CCCCCCC1)C(C(NC1=CC=C2C(=C1)NC(C21CCOCC1)=O)=O)NC(=O)C1=C(N=CS1)C N-{1-Cyclooctyl-2-oxo-2-[(2-oxospiro[1H-indole-3,4'-oxane]-6-yl)amino]ethyl}-4-methylthiazole-5-carboxamide